(S)-8-(2-amino-6-((R)-2,2,2-trifluoro-1-(4-(2-methoxypyrimidin-5-yl)-2-(3-methyl-1H-pyrazol-1-yl)phenyl)ethoxy)pyrimidin-4-yl)-2,8-diazaspiro[4.5]decane-3-carboxylic acid NC1=NC(=CC(=N1)N1CCC2(C[C@H](NC2)C(=O)O)CC1)O[C@@H](C(F)(F)F)C1=C(C=C(C=C1)C=1C=NC(=NC1)OC)N1N=C(C=C1)C